(E)-3-(4-(((2-(2-methyl-1H-indol-3-yl)ethyl)amino)methyl)phenyl)acrylic acid CC=1NC2=CC=CC=C2C1CCNCC1=CC=C(C=C1)/C=C/C(=O)O